1-methyl-cyclopropene CC1=CC1